C1(=CC=CC=C1)CS(=O)(=O)OC1=C(OC(C1=O)([2H])C1=C(C=C(C=C1)F)F)N 2-amino-5-(2,4-difluorophenyl)-4-oxo-4,5-dihydrofuran-3-yl-5-d phenylmethanesulfonate